O=C1NC(CCC1N1C(C2=CC=CC(=C2C1=O)SCCCCCN1N=NC(=C1)CCCC(=O)O)=O)=O 4-(1-(5-((2-(2,6-dioxopiperidin-3-yl)-1,3-dioxoisoindolin-4-yl)thio)pentyl)-1H-1,2,3-triazol-4-yl)butanoic acid